COC1=C(C(=O)N)C=CC(=C1)COC1CCN(CC1)C(=O)N1C[C@H](CC1)C1=NC=NN1 2-Methoxy-4-[[1-[(3S)-3-(1H-1,2,4-triazol-5-yl)pyrrolidine-1-carbonyl]-4-piperidyl]oxymethyl]benzamide